3-(4-ethoxyphenyl)-isoxazole C(C)OC1=CC=C(C=C1)C1=NOC=C1